5-chloro-1-(3-fluoro-4-methylbenzyl)-2-oxo-2,3-dihydro-1H-benzo[b]azepine-4-Formaldehyde ClC=1C2=C(N(C(CC1C=O)=O)CC1=CC(=C(C=C1)C)F)C=CC=C2